C1(CCC1)C(=O)N1[C@H]([C@H](C(C1)(F)F)NS(=O)(=O)C)CC=1C=C(C=CC1)C1=CC(=CC=C1)F N-{(2S,3R)-1-(cyclobutanecarbonyl)-4,4-difluoro-2-[(3'-fluoro[1,1'-biphenyl]-3-yl)methyl]pyrrolidin-3-yl}methanesulfonamide